N-({5-fluoro-6-[(1,3-thiazol-4-yl)methoxy]-2-indolyl}methyl)-3-methyl-1-pyrrolidinecarboxamide FC=1C=C2C=C(NC2=CC1OCC=1N=CSC1)CNC(=O)N1CC(CC1)C